2-((methoxy((1-methyl-1H-1,2,4-triazol-5-yl)methyl)amino)methyl)-N-(1-methyl-1H-tetrazol-5-yl)-6-(trifluoromethyl)nicotinamide CON(CC1=NC=NN1C)CC1=C(C(=O)NC2=NN=NN2C)C=CC(=N1)C(F)(F)F